[(1S)-3-[2-[4-[5-[tert-butyl(dimethyl)silyl]oxy-1-tetrahydropyran-2-yl-indazol-3-yl]-1-methyl-imidazol-2-yl] ethoxycarbonylamino]-1-methyl-propyl] methanesulfonate CS(=O)(=O)O[C@H](CCNC(=O)OCCC=1N(C=C(N1)C1=NN(C2=CC=C(C=C12)O[Si](C)(C)C(C)(C)C)C1OCCCC1)C)C